BrC=1C=C(C=C(C1)Br)CC 1-(3,5-dibromophenyl)ethane